C1(CCCC1)C[C@H](NC(=O)C=1NC2=CC=CC(=C2C1)OC)C(=O)N[C@@H](C[C@H]1C(NCC1)=O)C(=O)N(C)OC 3-cyclopentyl-N-[(4-methoxy-1H-indol-2-yl)carbonyl]-L-alanyl-N1-methoxy-N1-methyl-3-[(3S)-2-oxopyrrolidin-3-yl]-L-alaninamide